C(C)(C)(C)OC(=O)N[C@H](C(=O)OC)CC1=C(C=CC=C1)OCC1=NC(=NC=C1)C1=C(C=CC=C1)OC methyl (S)-2-[(tert-butoxycarbonyl)amino]-3-(2-{[2-(2-methoxyphenyl)pyrimidin-4-yl]methoxy}phenyl)propanoate